(S)-quinuclidin-3-yl (5-(5-chloro-2-methoxyphenyl)-2,2-dimethyl-2,3-dihydro-1H-inden-1-yl)carbamate ClC=1C=CC(=C(C1)C=1C=C2CC(C(C2=CC1)NC(O[C@@H]1CN2CCC1CC2)=O)(C)C)OC